ClC1=CC2=C(N=N1)SC1=C2CC(CC1)NC(OC(C)(C)C)=O tert-butyl (3-chloro-5,6,7,8-tetrahydrobenzo[4,5]thieno[2,3-c]pyridazin-6-yl)carbamate